(3-(7H-benzo[C]carbazol-7-yl)phenyl)boronic acid C1=CC=CC=2C=CC=3N(C=4C=CC=CC4C3C21)C=2C=C(C=CC2)B(O)O